[Cl-].N1C=[NH+]C=C1 1H-Imidazol-3-ium Chlorid